FN(C(=N)N)CCC1=CC=C(C=C1)O Fluoro-p-hydroxyphenylethylguanidine